C1=NC=CC=2NC=3C=C(C=CC3C21)C=2C=CC(=NC2)OC2CC(C2)OC=2C=CC(=NC2)CCCOC=2C=C1CN(CC1=CC2)C2C(NC(CC2)=O)=O 5-(3-(5-((1r,3r)-3-((5-(5H-pyrido[4,3-b]indol-7-yl)pyridin-2-yl)oxy)cyclobutoxy)pyridin-2-yl)propoxy)-2-(2,6-dioxopiperidin-3-yl)isoindoline